(S)-3-(3-(3-((4-methyl-4H-1,2,4-triazol-3-yl)methyl)oxetan-3-yl)phenyl)-6-((3-methylpiperidin-1-yl)methyl)-8-(trifluoromethyl)quinazolin-4(3H)-one CN1C(=NN=C1)CC1(COC1)C=1C=C(C=CC1)N1C=NC2=C(C=C(C=C2C1=O)CN1C[C@H](CCC1)C)C(F)(F)F